ClC=1C=C2C(=NC1)NC=N2 6-chloro-3H-imidazo[4,5-b]pyridin